(3-fluoro-2-methoxyphenyl)-4-(((3-hydroxypyridin-4-yl)methyl)amino)-2-oxo-1,2,5,6-tetrahydropyridine-3-carbothioamide FC=1C(=C(C=CC1)N1C(C(=C(CC1)NCC1=C(C=NC=C1)O)C(N)=S)=O)OC